(2S)-2-[4-chloro-5-fluoro-2-(1,2-oxazol-3-yl)phenoxy]propionic acid ClC1=CC(=C(O[C@H](C(=O)O)C)C=C1F)C1=NOC=C1